4-[(3-cyclohexyl-4-fluoro-1H-indol-1-yl)sulfonyl]-N,N-dimethylbenzene-1-sulfonamide C1(CCCCC1)C1=CN(C2=CC=CC(=C12)F)S(=O)(=O)C1=CC=C(C=C1)S(=O)(=O)N(C)C